1-morpholinyl-3-(3-(triethoxysilyl)propoxy)propan-2-ol N1(CCOCC1)CC(COCCC[Si](OCC)(OCC)OCC)O